1,4-octanediol C(CCC(CCCC)O)O